C(C)OC([C@H](C)NC(=O)OCOP(=O)(OCOC(N[C@H](C(OCC)=O)C)=O)CC1=CC2=C(SC(=C2)C(=O)O)C=C1)=O 5-((bis(((((S)-1-ethoxy-1-oxopropan-2-yl)carbamoyl)oxy)methoxy)phosphoryl)methyl)benzo[b]thiophene-2-carboxylic acid